FC1=C(C#N)C=CC(=C1)C1=C2C(=CN=C1C=1C=C3C=NN(C3=CC1)C)N(C=C2)C[C@H]2CNCCC2 (R)-2-fluoro-4-(5-(1-methyl-1H-indazol-5-yl)-1-(piperidin-3-ylmethyl)-1H-pyrrolo[2,3-c]pyridin-4-yl)benzonitrile